N-(1,1-dimethylsilacyclohexan-4-yl)-5-(3-pyridyl)-1H-pyrrolo[2,3-b]pyridine-2-carboxamide C[Si]1(CCC(CC1)NC(=O)C1=CC=2C(=NC=C(C2)C=2C=NC=CC2)N1)C